5,7-difluoro-1-(methylsulfonyl)spiro[indoline-3,4'-piperidine] FC=1C=C2C(=C(C1)F)N(CC21CCNCC1)S(=O)(=O)C